4',5'-bis(4-aminophenyl)-[1,1':2',1''-terphenyl]-4,4''-diamine NC1=CC=C(C=C1)C=1C=C(C(=CC1C1=CC=C(C=C1)N)C1=CC=C(C=C1)N)C1=CC=C(C=C1)N